C(N)(OC1=CC=C2C(=C1)C(N(C(C21CCNCC1)=O)CCNS(=O)(=O)C)C1CCC(CC1)C(C)C)=O 1-((1s,4s)-4-isopropylcyclohexyl)-2-(2-(methylsulfonamido)ethyl)-3-oxo-2,3-dihydro-1H-spiro[isoquinoline-4,4-piperidin]-7-yl carbamate